tert-butyl ((S)-1-(((2R,3R,4R,5S,6S)-6-((7H-purin-6-yl)amino)-4,5-dihydroxy-2-(hydroxymethyl)tetrahydro-2H-pyran-3-yl)amino)-3-(1H-indol-3-yl)-1-oxopropan-2-yl)carbamate N1=CN=C2N=CNC2=C1N[C@@H]1[C@H]([C@@H]([C@H]([C@@H](O1)CO)NC([C@H](CC1=CNC2=CC=CC=C12)NC(OC(C)(C)C)=O)=O)O)O